(S)-2-amino-3-(4-(2,3-dihydrobenzofuran-6-yl)phenyl)propanoic acid N[C@H](C(=O)O)CC1=CC=C(C=C1)C1=CC2=C(CCO2)C=C1